N-(2,2-Difluoroethyl)-7-(1H-pyrazol-4-yl)-N-(2,2,6,6-tetramethylpiperidin-4-yl)-4H-chromeno[3,4-d]thiazol-2-amine FC(CN(C=1SC2=C(N1)COC=1C=C(C=CC12)C=1C=NNC1)C1CC(NC(C1)(C)C)(C)C)F